piperazin-1-yl-benzoate N1(CCNCC1)C1=C(C(=O)[O-])C=CC=C1